5-furan-2-yl-6-methyl-2-oxo-1-(3-trifluoromethylphenyl)-1,2-dihydro-pyridine-3-carboxylic acid 4-methanesulfonyl-benzylamide CS(=O)(=O)C1=CC=C(CNC(=O)C=2C(N(C(=C(C2)C=2OC=CC2)C)C2=CC(=CC=C2)C(F)(F)F)=O)C=C1